[2-[2-[tert-butyl-(dimethyl)silyl]oxyethyl]-5-(1-methylsulfonylpyrrolidin-3-yl)oxy-pyrazol-3-yl]methanol C(C)(C)(C)[Si](OCCN1N=C(C=C1CO)OC1CN(CC1)S(=O)(=O)C)(C)C